2-chloro-4-(1-cyclopropyl-1H-indol-3-yl)furo[3,4-d]pyrimidin-5(7H)-one ClC=1N=C(C2=C(N1)COC2=O)C2=CN(C1=CC=CC=C21)C2CC2